C(C)(C)(C)OC(N(C)C1=CC(=NC=2N1N=CC2C(N[C@@H](COCC2=CC(=C(C(=C2)F)OC)N)C)=O)Cl)=O [3-[[(1R)-2-[(3-amino-5-fluoro-4-methoxy-phenyl)methoxy]-1-methyl-ethyl]carbamoyl]-5-chloro-pyrazolo[1,5-a]pyrimidin-7-yl]-N-methyl-carbamic acid tert-butyl ester